(2S,4R)-1-[(2S)-2-(4-cyclopropyltriazol-1-yl)-3,3-dimethyl-butanoyl]-4-hydroxy-N-[(4-methyl-2-pyridyl)-tetrahydropyran-4-yl-methyl]pyrrolidine-2-carboxamide C1(CC1)C=1N=NN(C1)[C@H](C(=O)N1[C@@H](C[C@H](C1)O)C(=O)NC(C1CCOCC1)C1=NC=CC(=C1)C)C(C)(C)C